3-methyl-4-(3-methyl-5-(piperidin-4-yl)-1H-indol-2-yl)-1H-pyrazolo[3,4-b]pyridine CC1=NNC2=NC=CC(=C21)C=2NC1=CC=C(C=C1C2C)C2CCNCC2